(3R)-N-[(3S,4R)-3-hydroxy-2,2-dimethyl-chroman-4-yl]-3-(2-imino-4,4-dimethyl-6-oxo-hexahydropyrimidin-1-yl)-1,1-dimethyl-indane-5-carboxamide O[C@@H]1C(OC2=CC=CC=C2[C@H]1NC(=O)C=1C=C2[C@@H](CC(C2=CC1)(C)C)N1C(NC(CC1=O)(C)C)=N)(C)C